3-bromobenzo[b]thiophene-2-carboxylic acid methyl ester COC(=O)C1=C(C2=C(S1)C=CC=C2)Br